CN(C=N)C dimethyl-formimidamide